copper (ii) chloride dihydrate O.O.[Cu](Cl)Cl